N1=C(C=CC=C1)C1(CC1)NC(=O)[C@@H]1CN(CC[C@H]1NC(=O)C=1OC(=NN1)C1=C(C=C(C=C1)F)F)C1CCCCC1 |o1:12,17| (3R*,4R*)-1-Cyclohexyl-4-{[5-(2,4-difluoro-phenyl)-[1,3,4]oxadiazole-2-carbonyl]-amino}-piperidine-3-carboxylic acid (1-pyridin-2-yl-cyclopropyl)-amide